ClC=1N=CC=C2C(C(=CN(C12)CC1=CC=C(C=C1)OC)C(=O)OCC)=O ethyl 8-chloro-1-[(4-methoxyphenyl)methyl]-4-oxo-1,7-naphthyridine-3-carboxylate